2-bromo-4-fluoro-3-methylaniline BrC1=C(N)C=CC(=C1C)F